3-(2,4-Dimethyl-1,3-thiazol-5-yl)-7-[1-(prop-2-enoyl)pyrrolidin-3-yl]-1,6-naphthyridin CC=1SC(=C(N1)C)C=1C=NC2=CC(=NC=C2C1)C1CN(CC1)C(C=C)=O